N-(4-(4-bromophenyl)thiazol-2-yl)-6,7-dimethyl-3-oxo-4-((2S,3S,4R)-2,3,4,5-Tetrahydroxypentyl)-3,4-dihydroquinoxaline-2-carboxamide BrC1=CC=C(C=C1)C=1N=C(SC1)NC(=O)C1=NC2=CC(=C(C=C2N(C1=O)C[C@@H]([C@@H]([C@@H](CO)O)O)O)C)C